O1COC2=C1C=CC(=C2)CN2CCC(CC2)N(C(=O)NC2=CC(=CC=C2)C(F)(F)F)CC2=CC=CC=C2 1-(1-(BENZO[D][1,3]DIOXOL-5-YLMETHYL)PIPERIDIN-4-YL)-1-BENZYL-3-(3-(TRIFLUOROMETHYL)PHENYL)UREA